N1(CCC[C@H]2CCCC[C@H]12)C([C@@H](CO)N(CC1=CC=C(C=C1)OC)C1CC1)=O (2R)-1-[(4aR,8aS)-decahydroquinolin-1-yl]-2-{cyclopropyl[(4-methoxyphenyl)methyl]amino}-3-hydroxypropan-1-one